C(C1=CC=CC=C1)N(C(OC(C)(C)C)=O)C=1C2=C(N=NN1)C(=C(S2)C[C@H](C)NC(=O)OC(C)(C)C)C tert-butyl (S)-benzyl(6-(2-((tert-butoxycarbonyl)amino)propyl)-7-methylthieno[3,2-d][1,2,3]triazin-4-yl)carbamate